4-[5-(2-aminoethyl)pyrimidin-2-yl]-3-(2-methyl-5-propylpyrazol-3-yl)oxybenzonitrile NCCC=1C=NC(=NC1)C1=C(C=C(C#N)C=C1)OC=1N(N=C(C1)CCC)C